ClC=1C2=CN(N=C2C(=C(C1)C1=CC=C(C=C1)N1C(C2(C1)CNCCC2)C(=O)OC(C)(C)C)Cl)C(C(=O)OCC)C2=C1N(C=N2)C[C@@H](C1)F rac-tert-Butyl 2-(4-(4,7-dichloro-2-(2-ethoxy-1-((R)-6-fluoro-6,7-dihydro-5H-pyrrolo[1,2-c]imidazol-1-yl)-2-oxoethyl)-2H-indazol-6-yl)phenyl)-2,6-diazaspiro[3.5]nonanecarboxylate